C(=C)C1=CC=C(C=C1)C(O)(C)C 4-ethenyl-α,α-dimethylbenzenemethanol